(S)-6-((1-Acryloyl-3-(2,3-dichloro-6-fluorophenyl)pyrrolidin-3-yl)amino)-8-fluoro-3-methylquinazolin-4(3H)-one C(C=C)(=O)N1C[C@](CC1)(C1=C(C(=CC=C1F)Cl)Cl)NC=1C=C2C(N(C=NC2=C(C1)F)C)=O